2-hydroxy-3-aminophenazine OC1=CC2=NC3=CC=CC=C3N=C2C=C1N